neo-pentylammonium iodide [I-].C(C(C)(C)C)[NH3+]